ClC=1C=C2C(=NC1)NC=C2C(=O)C=2C(=C(C=CC2F)NS(=O)(=O)N2CC(CC2)OC)F N-[3-(5-chloro-1H-pyrrolo[2,3-b]pyridine-3-carbonyl)-2,4-difluoro-phenyl]-3-methoxy-pyrrolidine-1-sulfonamide